C(CCCCCC(C)C)(=O)N isononanoyl-amine